(4-amino-1,3-dihydrofuro[3,4-c][1,7]naphthyridin-8-yl)((3S)-3-(4-(trifluoromethyl)phenyl)-1,4-oxazepan-4-yl)methanone NC1=NC=2C=NC(=CC2C2=C1COC2)C(=O)N2[C@H](COCCC2)C2=CC=C(C=C2)C(F)(F)F